2-[4-(4-chlorophenoxy)-2-(trifluoromethyl)phenyl]-2-methyloxiran ClC1=CC=C(OC2=CC(=C(C=C2)C2(OC2)C)C(F)(F)F)C=C1